CC1(OB(OC1(C)C)C=1C=CC=2C3(C4=CC=CC=C4OC2C1)C1=CC=CC=C1C=1C=CC=CC13)C 4,4,5,5-tetramethyl-2-(spiro[fluorene-9,9'-xanthene]-3'-yl)-1,3,2-dioxaborolane